OC(C(=O)[O-])=C 2-Hydroxyacrylate